N-Fmoc-(S)-valine C(=O)(OCC1C2=CC=CC=C2C2=CC=CC=C12)N[C@@H](C(C)C)C(=O)O